2-(Indoline-4-carbonyl)-2,7-diazaspiro[4.5]decane-6,8-dione N1CCC=2C(=CC=CC12)C(=O)N1CC2(CC1)C(NC(CC2)=O)=O